2-(((5-(Dimethylamino) pentanoyl)oxy)methyl)-2-(((2-hexyloctanoyl)oxy) methyl)propane-1,3-diyl dioctanoate C(CCCCCCC)(=O)OCC(COC(CCCCCCC)=O)(COC(C(CCCCCC)CCCCCC)=O)COC(CCCCN(C)C)=O